BrC1=CC=C(C=C1)N1CCC(CC1)CCN1CCC(CC1)C1=CC(=C(C=C1)N1C(NC(CC1)=O)=O)F 1-[4-(1-[2-[1-(4-bromophenyl)piperidin-4-yl]ethyl]piperidin-4-yl)-2-fluorophenyl]-1,3-diazinane-2,4-dione